ClC1=CC(=C(C=C1Cl)C1(CCNCC1)C)OC 4-(4,5-dichloro-2-methoxyphenyl)-4-methylpiperidine